OCC1=C2C=CNC2=CC=C1OC=1C=C(C=CC1)C1=NN(C=C1)CC=1C=C(C=CC1)/C=C/C(=O)O (E)-3-(3-((3-(3-((4-(Hydroxymethyl)-1H-indol-5-yl)oxy)phenyl)-1H-pyrazol-1-yl)methyl)phenyl)acrylic acid